N[C@H]1CS(C2=C(N(C1=O)CC1=CC=C(C=C1)Cl)C=C(C=C2)C=2OC(=NN2)N2CCOC1(CC1)C2)(=O)=O (3R)-3-amino-5-[(4-chlorophenyl)methyl]-7-[5-(4-oxa-7-azaspiro[2.5]octan-7-yl)-1,3,4-oxadiazol-2-yl]-1,1-dioxo-2,3-dihydro-1λ6,5-benzothiazepin-4-one